C(C(=C)CC(=O)O)(=O)O.C(C)OCC diethyl ether itaconate